N-[3,5-difluoro-4-[3'-(1-hydroxyethyl)-6'-oxo-spiro[cyclopropane-1,5'-imidazo[1,2-a]imidazol]-7'-yl]phenyl]pyridine-2-carboxamide FC=1C=C(C=C(C1N1C(C2(N3C1=NC=C3C(C)O)CC2)=O)F)NC(=O)C2=NC=CC=C2